Ethylhexyl-triazolone C(C)C(CCCCC)C=1C(N=NN1)=O